O=C(CCC1C(NC(N1)=O)=O)N1CC2=CC=C(C=C2C1)C(F)(F)F 5-(3-oxo-3-(5-(trifluoromethyl)isoindolin-2-yl)propyl)imidazolidine-2,4-dione